7-(2-fluorophenyl)-N-((3aR,5s,6aS)-2-((tetrahydro-2H-pyran-4-yl)methyl)octahydrocyclopenta[c]pyrrol-5-yl)thieno[2,3-d]pyridazin-4-amine FC1=C(C=CC=C1)C=1N=NC(=C2C1SC=C2)NC2C[C@@H]1[C@@H](CN(C1)CC1CCOCC1)C2